Methyl methacrylat Butylacrylat C(CCC)OC(C=C)=O.C(C(=C)C)(=O)OC